4-(4-((5-chloro-4-(o-tolylamino)pyrimidin-2-yl)amino)phenyl)piperazine-1-carboxylic acid tert-butyl ester C(C)(C)(C)OC(=O)N1CCN(CC1)C1=CC=C(C=C1)NC1=NC=C(C(=N1)NC1=C(C=CC=C1)C)Cl